mono-methylphenol CC1=CC=C(C=C1)O